C1(CC1)C=1N2C=3SC=4CC(CC4C3C(=NCC2=NN1)C1=C(C=CC=C1F)F)CO [3-cyclopropyl-9-(2,6-difluorophenyl)-16-thia-2,4,5,8-tetrazatetracyclo[8.6.0.02,6.011,15]hexadeca-1(10),3,5,8,11(15)-pentaen-13-yl]methanol